(1-((3-methyl-1-oxobutan-2-yl)amino)-1-oxo-3-(m-tolyl)propan-2-yl)carbamic acid tert-butyl ester C(C)(C)(C)OC(NC(C(=O)NC(C=O)C(C)C)CC=1C=C(C=CC1)C)=O